O=C1NC(CCC1N1C(C2=CC=CC(=C2C1=O)NCCOCCNCCCONC(C1=C(C(=C(C=C1)F)F)NC1=C(C=C(C=C1)I)F)=O)=O)=O N-(3-((2-(2-((2-(2,6-dioxopiperidin-3-yl)-1,3-dioxoisoindolin-4-yl)amino)ethoxy)ethyl)amino)propoxy)-3,4-difluoro-2-((2-fluoro-4-iodophenyl)amino)benzamide